3-isopropoxybenzoate C(C)(C)OC=1C=C(C(=O)[O-])C=CC1